FC1=C(C=C(C(=C1)OC)NCC=1C=CC=C2C=CN=CC12)N1C(NC=2C(C1=O)=C(SC2)C(=O)O)=O 3-{2-fluoro-5-[(isoquinolin-8-ylmethyl)amino]-4-methoxyphenyl}-2,4-dioxo-1H-thieno[3,4-d]pyrimidine-5-carboxylic acid